5-(difluoromethoxy)-3,6-difluoro-pyridin-2-amine FC(OC=1C=C(C(=NC1F)N)F)F